N1CC(=CC1)C1=CN=C2C=CC(=NC2=C1)C=1C(=NNC1)C1=NC(=CC=C1)C 7-(2,5-dihydro-1H-pyrrol-3-yl)-2-[3-(6-methyl-2-pyridyl)-1H-pyrazol-4-yl]-1,5-naphthyridine